C(C)O[Si](OCC)(OCC)COC=S.FC=1C=C(C(=O)C2=CNC=3N=C(N=C(C32)N[C@@H]3CN(CC3)C(C=C)=O)NC3=CC=C(C=C3)N3CCN(CC3)C)C=CC1 (S)-1-(3-((5-(3-fluorobenzoyl)-2-((4-(4-Methylpiperazin-1-yl)phenyl)Amino)-7H-pyrrolo[2,3-d]pyrimidin-4-yl)amino)pyrrolidin-1-yl)prop-2-en-1-one triethoxysilylmethyl-thioformate